COC=1C(=CC(=C(C1)N1CCC(CC1)CN1CCC2(CCN(CC2)C=2C=CC(=NC2)C(=O)O)CC1)C=1C=NN(C1)C)[N+](=O)[O-] 5-(9-((1-(5-methoxy-2-(1-methyl-1H-pyrazol-4-yl)-4-nitrophenyl)piperidin-4-yl)methyl)-3,9-diazaspiro[5.5]undec-3-yl)picolinic acid